COC1(CC1)C12CNC(CC1)C2 4-(1-Methoxycyclopropyl)-2-azabicyclo[2.2.1]heptane